(3,5-dimethoxyphenyl)-3-(4-fluoro-2-nitrophenyl)-4,5,6,7-tetrahydro-1H-indazole COC=1C=C(C=C(C1)OC)N1N=C(C=2CCCCC12)C1=C(C=C(C=C1)F)[N+](=O)[O-]